2-ethoxy-N-(2-methylquinolin-8-yl)benzamide C(C)OC1=C(C(=O)NC=2C=CC=C3C=CC(=NC23)C)C=CC=C1